METHYL-2-FLUORO-5-ISOCYANOBENZOATE COC(C1=C(C=CC(=C1)[N+]#[C-])F)=O